CC1(CCC=C(C1)CCCC=C)C 1-(5,5-dimethyl-1-cyclohexen-1-yl)-pent-4-en